(S)-6-benzyl-3-(4-methoxyphenyl)-1-tosyl-1,4,5,6-tetrahydropyridazine C(C1=CC=CC=C1)[C@@H]1CCC(=NN1S(=O)(=O)C1=CC=C(C)C=C1)C1=CC=C(C=C1)OC